FC(C1=CC=C(C=C1)N1N=CC(=C1)C=1SC=C(N1)C(=O)N1[C@H](CCC1)CN)(F)F 1-[(2R)-1-(2-{1-[4-(trifluoromethyl)phenyl]-1H-pyrazol-4-yl}-1,3-thiazole-4-carbonyl)pyrrolidin-2-yl]methanamine